p-tolyl-desmethyltropane C1(=CC=C(C=C1)[C@]12CCC[C@H](CC1)N2)C